COC(=O)[C@@H]1OC2=CC=C(C=C2CC1)F |r| (+/-)-6-fluorochroman-2-carboxylic acid methyl ester